C(C)(C)[Sn](N(C)C)(N(C)C)N(C)C i-propyltris(dimethylamino)tin